2,8-dimethyl-7-(3-(2,4,5-trifluorophenyl)-7,8-dihydro-1,6-naphthyridin-6(5H)-yl)-4H-pyrimido[1,2-b]pyridazin-4-one CC=1N=C2N(N=C(C(=C2)C)N2CC=3C=C(C=NC3CC2)C2=C(C=C(C(=C2)F)F)F)C(C1)=O